benzylidene-L-lysine C(C1=CC=CC=C1)=N[C@@H](CCCCN)C(=O)O